4-methoxy-thiophenol COC1=CC=C(C=C1)S